6-chloro-3-((3R,4R)-4-fluoro-3-hydroxypiperidin-1-yl)pyridinecarbaldehyde ClC1=CC=C(C(=N1)C=O)N1C[C@H]([C@@H](CC1)F)O